C[Pt](C)C trimethyl-platinum